tert-butyl 1-methyl-3-(((methylsulfonyl)oxy)methyl)-1H-pyrazole-5-carboxylate CN1N=C(C=C1C(=O)OC(C)(C)C)COS(=O)(=O)C